C1(CC1)COC1=C(C=C(C=C1)C=1C(=NC(=CN1)COCC(F)(F)F)N1CCC(CC1)C(=O)O)F 1-(3-(4-(cyclopropylmethoxy)-3-fluorophenyl)-6-((2,2,2-trifluoroethoxy)methyl)pyrazin-2-yl)piperidine-4-carboxylic acid